NC1=CC=C(C(=C1C(=O)C1=NC(=CC=C1F)OC)Cl)C(F)(F)F [6-amino-2-chloro-3-(trifluoromethyl)phenyl]-(3-fluoro-6-methoxy-2-pyridyl)methanone